N-(5-fluoropyridin-3-yl)methanesulfonamide FC=1C=C(C=NC1)NS(=O)(=O)C